FC1CN(C1)C1=C(CNCCC2(CCOC3(CCCC3)C2)C2=NC=CC=C2)C=CC=C1 N-(2-(3-fluoroazetidin-1-yl)benzyl)-2-(9-(pyridin-2-yl)-6-oxaspiro[4.5]decan-9-yl)ethylamine